2,7-dibromo-9,10-dihydro-4H-benzo[d]pyrazolo[1,5-a][1,3]diazepine-3-carbonitrile BrC1=NN2C(NC3=C(CC2)C=C(C=C3)Br)=C1C#N